4-(1-Methylpiperidin-4-yl)-N-(6-(phenylamino)-1H-pyrazolo[3,4-b]pyridin-3-yl)benzamid CN1CCC(CC1)C1=CC=C(C(=O)NC2=NNC3=NC(=CC=C32)NC3=CC=CC=C3)C=C1